2-((8-(3-Acrylamidophenyl)quinazolin-2-yl)amino)-5-(4-methylpiperazin-1-yl)-benzoic acid methyl ester COC(C1=C(C=CC(=C1)N1CCN(CC1)C)NC1=NC2=C(C=CC=C2C=N1)C1=CC(=CC=C1)NC(C=C)=O)=O